CON(C(=O)C1CCS(CC1)(=O)=O)C N-methoxy-N-methyltetrahydro-2H-thiopyran-4-carboxamide 1,1-dioxide